(E)-2,6-dihydro-4H-spiro[cyclopenta[c]pyrazole-5,4'-piperidin]-4-amine N1CCC2(CC1)C(C=1C(=NNC1)C2)N